1-(3,5-difluoro-4-hydroxyphenyl)-2-((3as,5s,6ar)-5-(2,4-difluorophenoxy)-3a-hydroxycyclopenta[c]pyrrol-2(1H)-yl)ethan-1-one FC=1C=C(C=C(C1O)F)C(CN1CC=2[C@](C1)(C=C(C2)OC2=C(C=C(C=C2)F)F)O)=O